4-[3-(2-METHYLPHENYL)-1,2,4-oxadiazol-5-yl]butanoic acid CC1=C(C=CC=C1)C1=NOC(=N1)CCCC(=O)O